C(=O)OC=1C(=CC2=C(N=C(O2)OC)C1)C1=CC2=C(N=N1)N(C=C2)[C@@H]2[C@@H](C(NC(C2)(C)C)(C)C)F 6-{7-[(3S,4S)-3-fluoro-2,2,6,6-tetramethylpiperidin-4-yl]-7H-pyrrolo[2,3-c]pyridazin-3-yl}-2-methoxy-1,3-benzoxazol-5-ol formate